C(#N)C1(CC1)NS(=O)(=O)C=1C=C(C=2N(C1)C(=NC2)C=2SC(=NN2)C(F)(F)F)N2C[C@H](N(CC2)C(=O)C2OCC2)C N-(1-cyanocyclopropyl)-8-((3R)-3-methyl-4-(oxetane-2-carbonyl)piperazin-1-yl)-3-(5-(trifluoromethyl)-1,3,4-thiadiazol-2-yl)imidazo[1,5-a]pyridine-6-sulfonamide